OCCN(C(OC)=O)C methyl (2-hydroxyethyl)(methyl)carbamate